BrC=1C=CC2=C(N=C(S2)N)C1 5-bromo-1,3-benzothiazol-2-amine